Thiomorpholine-1-oxide hydrochloride Cl.N1CCS(CC1)=O